COC=1C=C2C=3C=CC(=C(C3NC2=CC1)C)CCN 2-(6-methoxy-1-methyl-9H-carbazol-2-yl)ethan-1-amine